C(C)(C)(C)OOOOOOC(C)C#CC(C)OOOOOOC(C)(C)C 2,5-di(tert-butylperoxyperoxyperoxy)hexyne